C(C)(C)(C)NS(=O)(=O)C=1C=C(C=CC1)NC(C1=C(C=C(C=C1)S(NC1(CC1)C)(=O)=O)N1CCC2(CC2)CC1)=O N-(3-(N-(tert-butyl)sulfamoyl)phenyl)-4-(N-(1-methylcyclopropyl)sulfamoyl)-2-(6-azaspiro[2.5]octan-6-yl)benzamide